NC1=NC(=NN2C1=NC=C2CC=2C=C(C(=NC2)N2CCN(CC2)C(CNC)=O)C)OC(C)CC 1-(4-(5-((4-amino-2-(sec-butoxy)imidazo[2,1-f][1,2,4]triazin-7-yl)methyl)-3-methylpyridin-2-yl)piperazin-1-yl)-2-(methylamino)ethan-1-one